methyl [1-(6-methyl-2-pyridyl)cyclobutyl]acetate CC1=CC=CC(=N1)C1(CCC1)CC(=O)OC